[(1-cyanocyclopropyl)methyl-[4-[(5S)-5-(3,5-dichloro-4-fluoro-phenyl)-5-(trifluoromethyl)-4H-isoxazol-3-yl]-2-methyl-benzoyl]amino]methyl ethyl carbonate C(OCN(C(C1=C(C=C(C=C1)C1=NO[C@](C1)(C(F)(F)F)C1=CC(=C(C(=C1)Cl)F)Cl)C)=O)CC1(CC1)C#N)(OCC)=O